FC1=C(C(=O)N(CC(C)C)C2=CC=C3CCCN(C3=C2)CC2=CN=CN2)C=CC=C1 2-fluoro-N-[1-(1H-imidazol-5-ylmethyl)-3,4-dihydro-2H-quinolin-7-yl]-N-isobutyl-benzamide